C(C=C)(=O)N1C[C@@H](N(C[C@H]1C)C1=NC(N2C3=C(C(=C(C=C13)Cl)C1=C(C=C(C=C1)F)F)OC[C@H]2CN2CCN(CC2)C)=O)C (3R)-7-((2S,5R)-4-acryloyl-2,5-dimethyl-piperazin-1-yl)-9-chloro-10-(2,4-di-fluorophenyl)-3-((4-methylpiperazin-1-yl)-methyl)-2H-[1,4]-oxazino[2,3,4-ij]-quinazolin-5(3H)-one